C[C@H]1CC[C@@H](N(C1)C(C(=O)N)=O)C=1C=CC2=CN(N=C2C1)C 2-[(2R,5S)-5-methyl-2-(2-methylindazol-6-yl)-1-piperidyl]-2-oxo-acetamide